ClC[C@@H](O)C1=CC(=C(C=C1)F)F (1S)-2-chloro-1-(3,4-difluorophenyl)-1-ethanol